(9-(4-amino-5-(4-cyclopropoxyphenyl)-7-(difluoromethyl)-7H-pyrrolo[2,3-d]pyrimidin-6-yl)-3-azaspiro[5.5]undec-8-en-3-yl)prop-2-en-1-one NC=1C2=C(N=CN1)N(C(=C2C2=CC=C(C=C2)OC2CC2)C2=CCC1(CCN(CC1)C(C=C)=O)CC2)C(F)F